8-methyl-2,3,4,5-tetrahydrobenzo[b][1,4]oxazepine CC=1C=CC2=C(OCCCN2)C1